(3R,7R)-12-(benzyloxy)-3-(((tert-butyldimethylsilyl)oxy)methyl)-N-(2,4-difluorobenzyl)-1,6,11-trioxo-1,4,5,6,7,11-hexahydro-3H-2,7-methanopyrido[1,2-a][1,4]diazonine-10-carboxamide C(C1=CC=CC=C1)OC=1C(C(=CN2C1C(N1[C@H](CCC([C@H]2C1)=O)CO[Si](C)(C)C(C)(C)C)=O)C(=O)NCC1=C(C=C(C=C1)F)F)=O